NC1=NC(=C(C=2N1C(N(N2)CC2=NOC(=C2)C)=O)C2=CC(=NC(=C2)C)CO)C2=CC=CC=C2 5-amino-8-(2-(hydroxymethyl)-6-methylpyridin-4-yl)-2-((5-methylisoxazol-3-yl)methyl)-7-phenyl-[1,2,4]triazolo[4,3-c]pyrimidin-3(2H)-one